tert-Butyl (3S,4S)-3-(2-chloroacetamido)-4-hydroxypiperidine-1-carboxylate ClCC(=O)N[C@H]1CN(CC[C@@H]1O)C(=O)OC(C)(C)C